(1R,4R,7R)-(+)-7-bromo-6-(difluoromethylen)-2-(tert-butoxycarbonyl)-2-azabicyclo[2.2.1]heptan-3-one Br[C@H]1[C@@H]2N(C([C@H]1CC2=C(F)F)=O)C(=O)OC(C)(C)C